isoprene mono-oxide C1C(C(C)=C)O1